phenyl-2-pyrazolin-5-one C1C=NN(C1=O)C2=CC=CC=C2